N-(4-bromo-1-naphthyl)-4-methoxybenzenesulphonamide BrC1=CC=C(C2=CC=CC=C12)NS(=O)(=O)C1=CC=C(C=C1)OC